C(C)(C)N(C1=CC2=C(C(=N1)CNC)CN(C2=O)C2=NC(=CC=C2)C2=NN=C1N2[C@@H](CCC1)C)C (R)-6-(isopropyl(methyl)amino)-2-(6-(5-methyl-5,6,7,8-tetrahydro-[1,2,4]triazolo[4,3-a]pyridin-3-yl)pyridin-2-yl)-4-((methylamino)methyl)-2,3-dihydro-1H-pyrrolo[3,4-c]pyridin-1-one